O[C@H](C)CC(=O)O (R)-α-hydroxy-γ-butanoic acid